2-chloro-7-methyl-N-[(1,2-thiazol-5-yl)methyl]thieno[3,2-d]pyrimidin-4-amine ClC=1N=C(C2=C(N1)C(=CS2)C)NCC2=CC=NS2